OCC1=NC=CC(=C1)OC1CCN(CC1)C(=O)OC(C)(C)C tert-Butyl 4-((2-(hydroxymethyl)pyridin-4-yl)oxy)piperidine-1-carboxylate